ClC=1C=C(C=CC1Cl)N1CCN(CC1)CC[C@H]1CC(C(N1)=O)(CC)CC (R)-5-(2-(4-(3,4-dichlorophenyl)piperazin-1-yl)ethyl)-3,3-diethylpyrrolidin-2-one